C1(CCCCC1)NC(=O)C1CCN(CC1)C1=CC=C(C=C1)C=1C=NN(C1)C1OCCCC1 N-cyclohexyl-1-(4-(1-(tetrahydro-2H-pyran-2-yl)-1H-pyrazol-4-yl)phenyl)piperidine-4-carboxamide